2-oxo-6,9,12,15-tetraoxa-3-azaoctadecane-18-oic acid tert-butyl ester C(C)(C)(C)OC(CCOCCOCCOCCOCCNC(C)=O)=O